ClC=1N=C(C2=C(N1)C(=CS2)C(=O)N2C[C@@H](CC2)O)N2[C@@H](COCC2)C (2-Chloro-4-((R)-3-methylmorpholinyl)thieno[3,2-d]pyrimidin-7-yl)((R)-3-hydroxypyrrolidin-1-yl)methanone